C(C)C=1SC(=C(N1)C=1C=C(C=CC1)C)C1=CC=NC=C1 4-(2-Ethyl-4-m-tolyl-thiazol-5-yl)-pyridine